BrC=1C=C2C=C(C(=NC2=CC1)OC)C(C(CCN(C)C)(O)C1=CC(=NC(=C1)OC)OC)C1=C2CCCC2=CC=C1 1-(6-bromo-2-methoxyquinolin-3-yl)-1-(2,3-dihydro-1H-inden-4-yl)-2-(2,6-dimethoxypyridin-4-yl)-4-(dimethylamino)butan-2-ol